FC=1C(=CC=C(C(=O)O)C1)O 5-fluoro-4-hydroxybenzoic acid